P(=O)(OC1=C(C(=C(C(=C1)F)F)F)F)(OC1=C(C(=C(C(=C1)F)F)F)F)OC1=C(C(=C(C(=C1)F)F)F)F tris(tetrafluorophenyl) phosphate